NC1=NC=NN2C1=C(C=1C(=C[C@@H](CC21)NC(C=C)=O)C)C=2C=NC1=CC=CC=C1C2 (R)-N-(4-amino-6-methyl-5-(quinolin-3-yl)-8,9-dihydro-[1,2,4]triazino[1,6-a]indol-8-yl)acrylamide